C(C)N(CCCOC1=CC=C(C=C1)NC=1N=C(C2=C(N1)C=CS2)N2N=CCC2C2=CC=CC=C2)CC N-(4-(3-(diethylamino)propoxy)phenyl)-4-(5-phenyl-4,5-dihydro-1H-pyrazol-1-yl)thieno[3,2-d]pyrimidin-2-amine